ClC12CC(C1)(C2)C(=O)NC=2C=CC(=NC2)C=2N=NN(C2NC(O[C@H](C)C=2C(=NC=CC2)Cl)=O)C (R)-1-(2-chloropyridin-3-yl)ethyl (4-(5-(3-chlorobicyclo[1.1.1]pentane-1-carboxamido)pyridin-2-yl)-1-methyl-1H-1,2,3-triazol-5-yl)carbamate